ClC1=C(C=CC(=C1NC=1C(=C2C(N(C=NC2=CC1)C)=O)F)F)NS(=O)(=O)N1C[C@@H](CC1)F (3R)-N-{2-chloro-4-fluoro-3-[(5-fluoro-3-methyl-4-oxo-3,4-dihydroquinazolin-6-yl)amino]phenyl}-3-fluoropyrrolidine-1-sulfonamide